ClC(C=C)(F)F 1-chloro-1,1-difluoropropene